O=C1NC(CC[C@@H]1C=1C=CC(=NC1)N1C[C@@H](CC1)C(=O)O)=O |&1:15| rac-(R)-1-(5-((R)-2,6-dioxopiperidin-3-yl)pyridin-2-yl)pyrrolidine-3-carboxylic acid